C(CCCCCCCCCCC)SP(SCCCCCCCCCCCC)SCCCCCCCCCCCC.N1(C(C(C(C(=C1)[2H])([2H])[2H])([2H])[2H])([2H])[2H])[2H] pyridine-d8 tris(dodecyl)trithiophosphite